3-((5-cyclopropyl-1-(2,5-dimethylpyridin-3-yl)-4-nitro-1H-pyrazol-3-yl)oxy)propan-1-ol C1(CC1)C1=C(C(=NN1C=1C(=NC=C(C1)C)C)OCCCO)[N+](=O)[O-]